trifluoromethanesulfonic acid, di(tert-butylphenyl)iodonium salt C(C)(C)(C)C1=C(C=CC=C1)[I+]C1=C(C=CC=C1)C(C)(C)C.FC(S(=O)(=O)[O-])(F)F